C(C1=CC=CC=C1)NC(=O)[C@@]12NC([C@H]3[C@H]([C@@H]1N(C[C@@H]2C3)CC3=CC=C(C=C3)C(C)(C)C)CC(C)C)=O |o1:10,13,14,15,18| (3S*,3aS*,6R*,7R*,7aS*)-N-benzyl-1-(4-(tert-butyl)benzyl)-7-isobutyl-5-oxooctahydro-3aH-3,6-methanopyrrolo[3,2-b]pyridine-3a-carboxamide